isoheptyl (2-ethylhexyl) terephthalate C(C1=CC=C(C(=O)OCC(CCCC)CC)C=C1)(=O)OCCCCC(C)C